1-Acetyl-piperidine-4-carboxylic acid (3-chloro-4-methyl-phenyl)-{3-[5-(2,6-dimethyl-benzoyl)-hexahydro-pyrrolo[3,4-c]pyrrol-2-yl]-propyl}-amide ClC=1C=C(C=CC1C)N(C(=O)C1CCN(CC1)C(C)=O)CCCN1CC2CN(CC2C1)C(C1=C(C=CC=C1C)C)=O